N-cyclopropyl-2-[1-[(3-methylphenyl)methyl]-5-oxopyrrolidin-2-yl]acetamid C1(CC1)NC(CC1N(C(CC1)=O)CC1=CC(=CC=C1)C)=O